C1(CCCC1)N1C(C=CC2=C1N=C(N=C2)NC2CCN(CC2)S(=O)(=O)C=2C=C(CN1CCN(CC1)C=1C=C3CN(C(C3=CC1)=O)C1C(NC(CC1)=O)=O)C=CC2)=O 3-(5-(4-(3-((4-((8-cyclopentyl-7-oxo-7,8-dihydropyrido[2,3-d]pyrimidin-2-yl)-amino)-piperidin-1-yl)sulfonyl)benzyl)-piperazin-1-yl)-1-oxoisoindolin-2-yl)piperidine-2,6-dione